N,N-dimethyl-3-((2-phenyl-1H-imidazol-1-yl)sulfonyl)-1H-1,2,4-triazole-1-sulfonamide CN(S(=O)(=O)N1N=C(N=C1)S(=O)(=O)N1C(=NC=C1)C1=CC=CC=C1)C